FC1=C(C=C(C2=C1N=CS2)N2CC1(CN(C1)C(=O)C1C(C1)(C)C)[C@@H](C2)COCC2=C(C(=O)O)C(=CC=C2)C2CCC(CC2)(F)F)F 2-((((8S)-6-(4,5-difluorobenzo[d]thiazol-7-yl)-2-(2,2-dimethylcyclopropane-1-carbonyl)-2,6-diazaspiro[3.4]octan-8-yl)methoxy)methyl)-6-(4,4-difluorocyclohexyl)benzoic acid